Ethanon-1-(O-acetyloxime) C(C)(=O)ON=CC